C(C)(C)C1C(CS(C1)(=O)=O)=O 4-isopropyl-1,1-dioxo-thiolan-3-one